ClC1=NN(C=C1C=1C(=C(C=CC1)C1=CC=2N(C=C1)N=C(N2)N)F)C(C)C2=CC=C(C=C2)F 7-(3-(3-chloro-1-(1-(4-fluorophenyl)ethyl)-1H-pyrazol-4-yl)-2-fluorophenyl)-[1,2,4]triazolo[1,5-a]pyridin-2-amine